C1(=CC=CC2=CC=CC=C12)NCC (1R)-1-naphthyl-ethylamine